[2-carboxy-2-[[2-methyl-2-(prop-2-enoylamino)propanoyl] amino] ethyl] phosphate disodium salt [Na+].[Na+].P(=O)(OCC(NC(C(C)(NC(C=C)=O)C)=O)C(=O)O)([O-])[O-]